4-(trifluoromethyl)quinoline-2-carboxylic acid ethyl ester C(C)OC(=O)C1=NC2=CC=CC=C2C(=C1)C(F)(F)F